C(CCCCCCC\C=C/CCCCC=C)(=O)OCC(CO)O 2,3-dihydroxypropyl (Z)-hexadeca-9,15-dienoate